heneicosenedioic acid C(C=CCCCCCCCCCCCCCCCCCC(=O)O)(=O)O